[4-[4-(aminomethyl)piperidine-1-carbonyl]-3-chloro-phenyl]-5-(2,3-difluoro-4-methoxy-phenyl)-1-methyl-imidazole-2-carboxamide NCC1CCN(CC1)C(=O)C1=C(C=C(C=C1)C=1N=C(N(C1C1=C(C(=C(C=C1)OC)F)F)C)C(=O)N)Cl